O(O)O.[Co+3] cobalt(III) oxyhydroxide